(4-cyano-2-methoxyphenyl)-5-(cyclopentylmethoxy)-2,8-dimethyl-1,4-dihydro-1,6-naphthyridine-3-carboxamide C(#N)C1=CC(=C(C=C1)N1C(=C(CC2=C(N=CC(=C12)C)OCC1CCCC1)C(=O)N)C)OC